α-chloro-β-(E)-methoxyacrylic acid Cl\C(\C(=O)O)=C\OC